CC=1N=C(SC1C(=O)OCC)NC(CCNC(C1=CC(=CC=C1)C1=NC(=NO1)C)=O)=O ethyl 4-methyl-2-(3-(3-(3-methyl-1,2,4-oxadiazol-5-yl)benzamido)propanamido)thiazole-5-carboxylate